2-(2-guanidinoethyl)-1-((1s,4s)-4-isopropylcyclohexyl)-3-oxo-2,3-dihydro-1H-spiro[isoquinoline-4,4-piperidin]-7-yl sulfamate S(N)(OC1=CC=C2C(=C1)C(N(C(C21CCNCC1)=O)CCNC(=N)N)C1CCC(CC1)C(C)C)(=O)=O